((((((9H-fluorene-9,9-diylbis(4,1-phenylene))bis(oxy))bis(3-(phenylthio)propane-1,2-diyl))bis(oxy))bis(carbonyl))bis(azanediyl))bis(ethane-2,1-diyl) bis(2-methylacrylate) CC(C(=O)OCCNC(=O)OC(COC1=CC=C(C=C1)C1(C2=CC=CC=C2C=2C=CC=CC12)C1=CC=C(C=C1)OCC(CSC1=CC=CC=C1)OC(=O)NCCOC(C(=C)C)=O)CSC1=CC=CC=C1)=C